CC1=C(C=CC(=C1)C)CC(CCN)N 4-(2,4-dimethylphenyl)butane-1,3-diamine